NC1=NNC2=CC=C(C=C12)C1=CC(=NC=C1)NC(=O)NC=1C=NC=CC1 1-(4-(3-Amino-1H-indazol-5-yl)pyridin-2-yl)-3-(pyridin-3-yl)urea